C1[C@H]([C@H]([C@H](O[C@]1(C(=O)O)O[C@@H]2C[C@@](O[C@@H]([C@@H]2O[C@@H]3[C@H]([C@H]([C@@H]([C@H](O3)[C@H](CO)O)OP(=O)(O)O)O[C@@H]4[C@H]([C@H]([C@@H]([C@H](O4)[C@H](CO[C@@H]5[C@H]([C@H]([C@@H]([C@H](O5)[C@H](CO)O)O)O)O)O)OP(=O)(O)O)O[C@@H]6[C@@H]([C@H]([C@@H]([C@H](O6)CO)O)O[C@@H]7[C@@H]([C@H]([C@H]([C@H](O7)CO)O)O[C@@H]8[C@@H]([C@H]([C@@H]([C@H](O8)CO)O)O)N)O[C@@H]9[C@@H]([C@H]([C@@H]([C@H](O9)CO)O)O)O[C@@H]1[C@@H]([C@H]([C@@H]([C@H](O1)CO)O)O)O)O)O)O)[C@@H](CO)O)(C(=O)O)OC[C@@H]1[C@H]([C@@H]([C@H]([C@@H](O1)OC[C@@H]1[C@H]([C@@H]([C@H]([C@H](O1)OP(=O)(O)O)N)O)O)N)O)OP(=O)(O)O)[C@@H](CO)O)O)O The molecule is a branched twelve-membered oligosaccharide phosphate consisting of one galactose residue, three glucose residues, two 3-deoxy-D-manno-oct-2-ulosonic acid residues, three L-glycero-alpha-D-manno-heptose residues and three glucosamine residues, one of which is at the reducing end. The unit constitutes one of the two core oligosaccharide structures of enterobacterial lipopolysaccharide obtained from E. coli strain F653.